(R)-1-(2-(hydroxymethyl)-2,3-dihydro-1H-inden-2-yl)-4-isopropylimidazolidin-2-one OCC1(CC2=CC=CC=C2C1)N1C(N[C@@H](C1)C(C)C)=O